N-(5-(N-Isopropylsulfamoyl)-5,6-dihydro-4H-pyrrolo[3,4-d]thiazol-2-yl)-4-(2-methoxyphenyl)-6-methylnicotinamide C(C)(C)NS(=O)(=O)N1CC=2N=C(SC2C1)NC(C1=CN=C(C=C1C1=C(C=CC=C1)OC)C)=O